C(=O)(C=C)NCC(=O)N acryl-glycinamide